C(C)(=O)NC(\C=C\C(=O)N1OCCCC1)=O (E)-N-acetyl-4-(1,2-oxazinan-2-yl)-4-oxo-but-2-enamide